CC/C=C\\C/C=C\\C/C=C\\C/C=C\\C/C=C\\C/C=C\\CC/C=C/C(=O)O The molecule is a polyunsaturated fatty acid that is tetracosanoic acid having seven double bonds at positions 2, 6, 9, 12, 15, 18 and 21 (the 2E,6Z,9Z,12Z,15Z,18Z,21Z-isomer). It is a polyunsaturated fatty acid, a very long-chain fatty acid, a straight-chain fatty acid and an alpha,beta-unsaturated monocarboxylic acid.